C(C)(=O)O.OC(CNCCN1[C-]=[N+](C=C1)CCNCC(COC1=CC(=CC=C1)CCCCCCC\C=C\C\C=C\CC=C)O)COC1=CC(=CC=C1)CCCCCCC\C=C\C\C=C\CC=C 1,3-bis(2-((2-hydroxy-3-(3-((8E,11E)-pentadeca-8,11,14-trien-1-yl)phenoxy)propyl)amino)ethyl)-1H-imidazol-3-ium-2-ide acetate